C1(CC1)NC(=O)C1=CC=C(C=N1)N1CCN(CC1)C(=O)OC(C)(C)C tert-butyl 4-(6-(cyclopropylcarbamoyl)pyridin-3-yl)piperazine-1-carboxylate